2-chloro-N,N-dimethyl-4-(5-(1-(2-(trifluoromethyl)phenylsulfonyl)-1,2,3,6-tetrahydropyridin-4-yl)-1,3,4-thiadiazol-2-yl)benzamide ClC1=C(C(=O)N(C)C)C=CC(=C1)C=1SC(=NN1)C=1CCN(CC1)S(=O)(=O)C1=C(C=CC=C1)C(F)(F)F